N-2-hydroxyethyl(acrylamide) OCCNC(C=C)=O